6-phenyl-5,6,7,8-tetrahydroquinazoline-2,4(1H,3H)-dione C1(=CC=CC=C1)C1CC=2C(NC(NC2CC1)=O)=O